lithium (2S,3R)-3-cyclopropylaziridine-2-carboxylate C1(CC1)[C@@H]1[C@H](N1)C(=O)[O-].[Li+]